CN1C(C(=C(C2=CC(=C(C=C12)O[C@@H]1COCC1)C)N1CCC(CC1)C1=NC(=NO1)C1=C(C=CC=C1)C)C#N)=O 1,6-Dimethyl-4-{4-[3-(2-methylphenyl)-1,2,4-oxadiazol-5-yl]piperidin-1-yl}-2-oxo-7-{[(3S)-oxolan-3-yl]oxy}-1,2-dihydroquinoline-3-carbonitrile